BrC1=CC=CCN1C1=C(C=C(C=C1)NC1=NC(=NC(=N1)OC)N1CCNCC1)OC 6-bromo-N-(2-methoxy-4-((4-methoxy-6-(piperazin-1-yl)-1,3,5-triazin-2-yl)amino)phenyl)pyridine